(S)-3-((4-amino-5-(3-fluoro-4-((6-methylpyridin-2-yl)oxy)phenyl)-7,8-dihydro-6H-Imidazo[1',2':1,5]pyrrolo[2,3-d]pyrimidin-6-yl)methyl)pyrrolidine-1-carboxylic acid tert-butyl ester C(C)(C)(C)OC(=O)N1C[C@@H](CC1)CN1CCN2C1=C(C1=C2N=CN=C1N)C1=CC(=C(C=C1)OC1=NC(=CC=C1)C)F